1,3-bis(3-glycidoxypropyl)-1,1,3,3-tetramethyldisiloxane C(C1CO1)OCCC[Si](O[Si](C)(C)CCCOCC1CO1)(C)C